BrC1=C(CNC(=O)C=2C(=C(C(=CC2CCCCC)O)C2CCCC(=C2)C)O)C=CC=C1 N-(2-bromobenzyl)-2,6-dihydroxy-5'-methyl-4-pentyl-1',2',3',4'-tetrahydro-[1,1'-biphenyl]-3-carboxamide